(R)-(2-hydroxy-1-(4-(N-hydroxycarbamimidoyl)thiophen-2-yl)ethyl)carbamic acid tert-butyl ester C(C)(C)(C)OC(N[C@H](CO)C=1SC=C(C1)C(NO)=N)=O